COC=1C=C2C(=NC=NC2=CC1OCCCN1CCN(CC1)C)C1=CC=C(C=C1)NC(CC1=CSC=C1)=O N-(4-(6-methoxy-7-(3-(4-methylpiperazin-1-yl)propoxy)quinazolin-4-yl)phenyl)-2-(thiophene-3-yl)acetamide